N-(6-methoxy-2-methyl-1,2,3,4-tetrahydroisoquinolin-7-yl)carboxamide COC=1C=C2CCN(CC2=CC1NC=O)C